2-[2-(aminomethyl)-3,3-difluoro-allyl]-4-[5-(1,3-benzoxazol-5-yl)-3-methyl-2-pyridyl]-1,2,4-triazol-3-one NCC(CN1N=CN(C1=O)C1=NC=C(C=C1C)C=1C=CC2=C(N=CO2)C1)=C(F)F